C1(=CC=CC=C1)C(N1N=C(N=N1)C1(CC1)N)(C1=CC=CC=C1)C1=CC=CC=C1 1-[2-(Triphenylmethyl)-2H-Tetrazol-5-Yl]Cyclopropan-1-Amine